Octane-4-carboxylic acid methyl ester hydrochloride Cl.COC(=O)C(CCC)CCCC